C(C)(C)(C)OC(=O)N1[C@@H]2CN([C@H](C1)C2)C2=C(N=C(S2)Br)C.BrC=2C=C(C=CC2)C2(CC(C2)=O)C2=NN=CN2C 3-(3-bromophenyl)-3-(4-methyl-4H-1,2,4-triazol-3-yl)cyclobutan-1-one t-butyl-(1S,4S)-5-(2-bromo-4-methylthiazol-5-yl)-2,5-diazabicyclo[2.2.1]heptane-2-carboxylate